(5-methoxypyrazolo[1,5-a]pyrimidin-3-yl)(1-((2-(trimethylsilyl)ethoxy)methyl)-1H-imidazol-2-yl)methanol COC1=NC=2N(C=C1)N=CC2C(O)C=2N(C=CN2)COCC[Si](C)(C)C